1H-1,2,3-triazole-4,5-dicarboxylic acid diethyl ester C(C)OC(=O)C=1N=NNC1C(=O)OCC